4-[1-[2-[3-difluoromethyl-5-methyl-pyrazol-1-yl]acetyl]-4-piperidinyl]-N-tetrahydronaphthalen-1-yl-tetrahydrobenzodiazepine-2-Carboxamide FC(C1=NN(C(=C1)C)CC(=O)N1CCC(CC1)C1CN(NC2=C(C1)C=CC=C2)C(=O)NC2CCCC1=CC=CC=C21)F